FC(CN(C(C1=C(C=CC(=C1)F)OC=1C(=NC=NC1)N1CC2(C1)CCN(CC2)C[C@H]2OC[C@@H](CC2)NS(NC(C)C)(=O)=O)=O)C(C)C)F N-(2,2-Difluoroethyl)-5-fluoro-N-isopropyl-2-((4-(7-(((2S,5R)-5-((N-isopropylsulfamoyl)amino)tetrahydro-2H-pyran-2-yl)methyl)-2,7-diazaspiro[3.5]nonan-2-yl)pyrimidin-5-yl)oxy)benzamide